(E)-2-methoxy-4-[(8-methylnon-6-enamido)methyl]phenyl 2-(2-aminoethoxy)acetate NCCOCC(=O)OC1=C(C=C(C=C1)CNC(CCCC\C=C\C(C)C)=O)OC